C([C@H]1CO1)OC(CCC)=O (R)-glycidylbutyrate